5-(1H-[1,2,3]triazolo[4,5-d]pyrimidin-5-yl)-2-fluoro-N-(4-(3-phenylpyrrolidin-1-yl)phenyl)benzamide N1N=NC=2N=C(N=CC21)C=2C=CC(=C(C(=O)NC1=CC=C(C=C1)N1CC(CC1)C1=CC=CC=C1)C2)F